[Sn].[K].[Na] sodium potassium-tin